(2-nitro-4-(3-(2-(trifluoromethyl)phenyl)-1,2,4-oxadiazol-5-yl)phenyl)piperazine-1-carboxylic acid tert-butyl ester C(C)(C)(C)OC(=O)N1C(CNCC1)C1=C(C=C(C=C1)C1=NC(=NO1)C1=C(C=CC=C1)C(F)(F)F)[N+](=O)[O-]